8-Cyclopentyl-5-ethynyl-2-[(2-methyl-3,4-dihydro-1H-isoquinolin-5-yl)amino]pyrido[2,3-d]pyrimidin-7-one C1(CCCC1)N1C(C=C(C2=C1N=C(N=C2)NC2=C1CCN(CC1=CC=C2)C)C#C)=O